(Cis-Syn)-thymidine [C@@H]1(C[C@H](O)[C@@H](CO)O1)N1C(=O)NC(=O)C(C)=C1